NC1=C(C(N(C2=NC(=CC=C12)OC(F)F)C1=CC=C(C=C1)O[C@H](C)O)=O)C(=O)OC([2H])([2H])[2H] methyl-d3 4-amino-7-(difluoromethoxy)-1-(4-(1-(R)-hydroxyethoxy)phenyl)-2-oxo-1,2-dihydro-1,8-naphthyridine-3-carboxylate